COCCOC=1C=CC(=NC1)N1CCN(CC1)CCN(C(OC(C)(C)C)=O)C tert-butyl (2-{4-[5-(2-methoxyethoxy)pyridin-2-yl]piperazin-1-yl}ethyl)methylcarbamate